FC=1C=C(C=CC1F)N1C(CCC[C@H]1C1=NC2=C(N1C1CCC(CC1)(C)O)C=CC(=C2)C=2C(=NOC2C)C)=O (S)-1-(3,4-difluorophenyl)-6-(5-(3,5-dimethylisoxazol-4-yl)-1-((1r,4S)-4-hydroxy-4-methylcyclohexyl)-1H-benzo[d]imidazol-2-yl)piperidin-2-one